6-bromohexyl (9-heptadecyl) carbonate C(OCCCCCCBr)(OC(CCCCCCCC)CCCCCCCC)=O